N-(2-(1-methyl-1H-indol-3-yl)-2-(methylamino)ethyl)-1H-indole-6-sulfonamide CN1C=C(C2=CC=CC=C12)C(CNS(=O)(=O)C1=CC=C2C=CNC2=C1)NC